3-cyclopropyl-4-(2-furyl)-1H-pyrazolo[3,4-b]pyridine C1(CC1)C1=NNC2=NC=CC(=C21)C=2OC=CC2